FC1=CC=C(C=C1)C1=CN=C(S1)NC1=CC2=C(C=N1)N=CN2CCNC(=O)C2N(CCC2)C(C=C)=O N-[2-[6-[[5-(4-fluorophenyl)thiazol-2-yl]amino]imidazo[4,5-c]pyridin-1-yl]ethyl]-1-prop-2-enoyl-pyrrolidine-2-carboxamide